4-(((1-(1-(2,2-difluoroacetyl)piperidin-4-yl)-1H-pyrazol-4-yl)methyl)amino)-2-(2,6-dioxopiperidin-3-yl)isoindoline-1,3-dione FC(C(=O)N1CCC(CC1)N1N=CC(=C1)CNC1=C2C(N(C(C2=CC=C1)=O)C1C(NC(CC1)=O)=O)=O)F